FC=1C=CC(=C(C1)CC(=O)O)NC(C1=CC(=C(C=C1)N1C[C@@H](CCC1)C)NC(=O)C1=NN(C2=CC=CC=C12)CC(F)(F)F)=O (R)-2-(5-fluoro-2-(4-(3-methylpiperidin-1-yl)-3-(1-(2,2,2-trifluoroethyl)-1H-indazole-3-carboxamido)benzamido)phenyl)acetic acid